COC(=O)C1CC2(CCO2)C(C1)OCC1=CC=CC=C1 8-(benzyloxy)-1-oxaspiro[3.4]octane-6-carboxylic acid methyl ester